5-[[1-[2-Oxo-2-[(2S)-2-cyanopyrrolidin-1-yl]ethyl]-4-piperidyl]oxy]chinolin-2-carbonitril O=C(CN1CCC(CC1)OC1=C2C=CC(=NC2=CC=C1)C#N)N1[C@@H](CCC1)C#N